3-(1-ethyl-3-methyl-1H-pyrazol-5-yl)-6-methoxy-5H-pyridin C(C)N1N=C(C=C1C1=CN=C(CC1)OC)C